2-(1-(2-fluoro-4-nitrophenyl)piperidin-4-yl)-1-ethanol FC1=C(C=CC(=C1)[N+](=O)[O-])N1CCC(CC1)CCO